CC1(NC=2C=CC=C(C2NC1=O)C(=O)O)C 2,2-dimethyl-3-oxo-1,2,3,4-tetrahydroquinoxaline-5-carboxylic acid